5-{1-[4-Amino-3-(difluoromethyl)-1H-pyrazolo[3,4-d]pyrimidin-1-yl]ethyl}-3-azetidin-3-yl-4-methoxy-2-methylbenzonitrile Dihydrochloride Cl.Cl.NC1=C2C(=NC=N1)N(N=C2C(F)F)C(C)C=2C(=C(C(=C(C#N)C2)C)C2CNC2)OC